(2-(((2R,3S,4R,5R)-5-(4-(cyclopentylamino)-6-(3-hydroxyprop-1-yn-1-yl)-1H-pyrazolo[3,4-d]pyrimidin-1-yl)-3,4-dihydroxytetrahydrofuran-2-yl)methoxy)-1-hydroxypropan-2-yl)phosphonic acid C1(CCCC1)NC1=C2C(=NC(=N1)C#CCO)N(N=C2)[C@H]2[C@@H]([C@@H]([C@H](O2)COC(CO)(C)P(O)(O)=O)O)O